C(CCCCCCCC)C=1C(=C(C2=CC=CC=C2C1)S(=O)(=O)[O-])CCCCCCCCC.C(CCCCCCCCCCC)[N+](CCCCCCCCCCCC)(CCCCCCCCCCCC)CCCCCCCCCCCC tetradodecylammonium dinonylnaphthalenesulphonate